ClC=1C=CC=2N(N1)C(=CN2)C=2OC1=C(C2)C=C(C=C1)N 2-(6-chloroimidazo[1,2-b]pyridazin-3-yl)benzofuran-5-amine